alpha-D-allose O[C@@H]1[C@H](O)[C@H](O)[C@H](O)[C@H](O1)CO